C(C)(C)C1=C(NC2=CC=C(C=C12)OCC1CCNCC1)C=1C(=C(C=2N(C1)C=NN2)C)C 6-(3-isopropyl-5-(piperidin-4-ylmethoxy)-1H-indol-2-yl)-7,8-dimethyl-[1,2,4]triazolo[4,3-a]pyridine